N-(4-(6-chlorobenzo[d]oxazol-2-yl)phenyl)-1,3-oxazinan-3-amine ClC1=CC2=C(N=C(O2)C2=CC=C(C=C2)NN2COCCC2)C=C1